1-(6-((1-oxo-1,3-dihydroisobenzofuran-5-yl)methyl)-5,6,7,8-tetrahydropyrido[4,3-d]pyrimidin-2-yl)-1H-indazole-5-carbonitrile O=C1OCC2=CC(=CC=C12)CN1CC2=C(N=C(N=C2)N2N=CC3=CC(=CC=C23)C#N)CC1